1-(2,2-diphenyltetrahydro-3-furanyl)-N,N-dimethylmethanamine C1(=CC=CC=C1)C1(OCCC1CN(C)C)C1=CC=CC=C1